5-chloro-4,4-difluoro-1,2-dihydroisoquinolin-3(4H)-one ClC1=C2C(C(NCC2=CC=C1)=O)(F)F